BrC1=C(C=C(C=C1)C(CCCNC(OC(C)(C)C)=O)=O)F tert-butyl (4-(4-bromo-3-fluorophenyl)-4-oxobutyl)carbamate